7-(4-chlorophenoxy)-1,2,3,4-tetrahydroacridine-9-amine hydrochloride Cl.ClC1=CC=C(OC2=CC=C3N=C4CCCCC4=C(C3=C2)N)C=C1